oxododecan-9-one O=CCCCCCCCC(CCC)=O